pyrrolo[2,3-c]pyridin-7-one N=1C=CC=2C1C(N=CC2)=O